C(CCC)OC(=O)N1CC(N(CC1)C(CCl)=O)CO.CN1CCC(CC1)C1=CC=C(C(=O)NC2=NNC3=NC(=CC=C32)NC3=CC=C(C=C3)C)C=C1 4-(1-methylpiperidin-4-yl)-N-(6-(p-tolylamino)-1H-pyrazolo[3,4-b]pyridin-3-yl)benzamide butyl-(-)-4-(2-chloroacetyl)-3-(hydroxymethyl)piperazine-1-carboxylate